ClC1=C(OC=2C(N(C(C2)=O)CC2CCOCC2)=O)C(=CC=C1)Cl 3-(2,6-Dichlorophenoxy)-1-((tetrahydro-2H-pyran-4-yl)methyl)-1H-pyrrole-2,5-dione